(((5-((5-methyl-2,4-dioxo-3,4-dihydropyrimidin-1(2H)-yl) methyl)-1H-1,2,3-triazol-4-yl) methoxy) methyl) phosphonate P(OCOCC=1N=NNC1CN1C(NC(C(=C1)C)=O)=O)([O-])=O